CN1N=C(N=C1)C=1C(=C(C=CC1)NC1=C(N=NC=C1)C(=O)N)OC(F)(F)F 4-((3-(1-methyl-1H-1,2,4-triazol-3-yl)-2-(trifluoromethoxy)phenyl)amino)pyridazine-3-carboxamide